2-chloro-4-(2-methoxyethoxy)-6-nitroquinoline ClC1=NC2=CC=C(C=C2C(=C1)OCCOC)[N+](=O)[O-]